O=C1N(CC2=CC(=CC=C12)O[C@H]1[C@H](CCC1)NCC1=NC=CC=C1)C1C(NC(CC1)=O)=O 3-(1-oxo-5-(((1R,2S)-2-((pyridin-2-ylmethyl)amino)cyclopentyl)oxy)isoindolin-2-yl)piperidine-2,6-dione